2,6-DIAMINO-3,4-DIHYDROPYRIMIDIN-4-ON NC1=NC(=CC(N1)=O)N